(E)-1-(2-Hydroxy-6-methoxy-4-methylphenyl)-3-(3-nitrophenyl)prop-2-en-1-one OC1=C(C(=CC(=C1)C)OC)C(\C=C\C1=CC(=CC=C1)[N+](=O)[O-])=O